ClC=1C(=NC(=NC1)NC1CCOCC1)C1=CC=C2CN(C(C2=C1)=O)CC(=O)NCC1=C(C=C(C=C1)F)OC 2-(6-{5-chloro-2-[(oxacyclohex-4-yl)amino]pyrimidin-4-yl}-1-oxo-2,3-dihydro-1H-isoindol-2-yl)-N-[(4-fluoro-2-methoxyphenyl)methyl]acetamide